ClC1=NC2=CC(=C(C=C2C(=N1)N(C1=CC=CC=C1)C)F)F 2-chloro-6,7-difluoro-N-methyl-N-phenylquinazolin-4-amine